ClC1=CC=C(OCC(=O)N[C@H](C(=O)O)CC2=CC=CC=C2)C=C1 (2S)-2-[[2-(4-chlorophenoxy)acetyl]amino]-3-phenylpropanoic acid